COC(CCC(CCC(C)(OC)OC)(COC)OC)OC 2-dimethoxypropyl-2,3-dimethoxypropyl-dimethoxypropane